ClC1=C2N=C(N(C2=NC=N1)CCOC1=CC=C(C#N)C=C1)O 4-(2-(6-chloro-8-hydroxy-9H-purin-9-yl)ethoxy)benzonitrile